dioctyl-tin Dilaurate C(CCCCCCCCCCC)(=O)[O-].C(CCCCCCCCCCC)(=O)[O-].C(CCCCCCC)[Sn+2]CCCCCCCC